methyl 5-((2-amino-3-fluoropyridin-4-yl)methyl)-3,4-difluoro-2-((2-fluoro-4-iodo-5-methoxyphenyl)amino)benzoate NC1=NC=CC(=C1F)CC=1C(=C(C(=C(C(=O)OC)C1)NC1=C(C=C(C(=C1)OC)I)F)F)F